FC1(C[C@@H](CC1)N1C(C(=CC=C1)NC(C1=C(C=C(C=C1N1CCC2(CC2)CC1)NS(=O)(=O)CCO)F)=O)=O)F (R)-N-(1-(3,3-difluorocyclopentyl)-2-oxo-1,2-dihydropyridin-3-yl)-2-fluoro-4-((2-hydroxyethyl)sulfonamido)-6-(6-azaspiro[2.5]octan-6-yl)benzamide